Benzoinacetat C=1(C(=CC=CC1)CC(=O)[O-])C(=O)C(O)C1=CC=CC=C1